(S)-N-methyl-2-morpholinopropanamide CNC([C@H](C)N1CCOCC1)=O